C12(CC3CC(CC(C1)C3)C2)C(=O)N (3S,5s)-adamantane-1-carboxamide